N[C@H](C(=O)O[C@@H]1[C@H](O[C@]([C@@H]1O)(C1=CC=C2C(=NC=NN21)NC(C(C)C)=O)C#N)COC(=O)OCOC(C)=O)C(C)(C)C (2R,3S,4R,5R)-2-((((acetoxymethoxy)carbonyl)oxy)methyl)-5-cyano-4-hydroxy-5-(4-isobutyramidopyrrolo[2,1-f][1,2,4]triazin-7-yl)tetrahydrofuran-3-yl (S)-2-amino-3,3-dimethylbutanoate